tri(trimethylsilyloxy)silanol C[Si](O[Si](O)(O[Si](C)(C)C)O[Si](C)(C)C)(C)C